(3-fluoro-5-(trifluoromethyl)pyridin-2-yl)ethan-1-one FC=1C(=NC=C(C1)C(F)(F)F)C(C)=O